3'-bromo-5'-chloro-2,4,6-trimethyl-1,1'-biphenyl BrC=1C=C(C=C(C1)Cl)C1=C(C=C(C=C1C)C)C